NC1=CC(=C(OC2CCN(CC2)C=O)C=C1)C 4-(4-amino-2-methylphenoxy)piperidine-1-carboxaldehyde